methyl 1-((1-((benzyloxy) carbonyl) azetidin-3-yl) methyl)-2-(1-(cyclopropylmethyl)-1H-indol-2-yl)-7-methoxy-1H-benzo[d]imidazole-5-carboxylate C(C1=CC=CC=C1)OC(=O)N1CC(C1)CN1C(=NC2=C1C(=CC(=C2)C(=O)OC)OC)C=2N(C1=CC=CC=C1C2)CC2CC2